ClC=1C=C(C=CC1Cl)NC1=NC=CC2=CC(=C(C=C12)NC(CCCN1CCCCC1)=O)OC N-(1-((3,4-dichlorophenyl)amino)-6-methoxyisoquinolin-7-yl)-4-(piperidin-1-yl)butanamide